COC=1C=C2CCC(C(C2=CC1)=O)C1=CC=CC=C1 6-methoxy-2-phenyl-3,4-dihydro-naphthalen-1(2H)-one